N-geranyl-N-(2-aminoethyl)ethanesulfonamide hydrochloride Cl.C(\C=C(/C)\CCC=C(C)C)N(S(=O)(=O)CC)CCN